C(C1=CC=CC=C1)C1=NN=C(O1)C(=O)NC1CCC2=C(N(C1=O)C)N=C(S2)C 5-benzyl-N-(2,4-dimethyl-5-oxo-5,6,7,8-tetrahydro-4H-thiazolo[4,5-b]azepin-6-yl)-1,3,4-oxadiazole-2-carboxamide